(1-methyl-2-(trifluoromethyl)cyclopropyl)(4-methylenepiperidin-1-yl)methanone ethyl-(2R)-3-(4-cyano-1H-imidazol-1-yl)-2-hydroxypropionate C(C)OC([C@@H](CN1C=NC(=C1)C#N)O)=O.CC1(C(C1)C(F)(F)F)C(=O)N1CCC(CC1)=C